BrC1=C(N)C(=CC(=C1)Cl)C 2-bromo-4-chloro-6-methylaniline